C(C)(C)NC(O[C@H]1CO[C@H](C1)C1=NN(C(=C1)NC=1C=2N(C=CN1)N=C(C2)COC)C(C)(C)C)=O (3R,5R)-5-(1-(tert-butyl)-5-((2-(methoxymethyl)pyrazolo[1,5-a]pyrazin-4-yl)amino)-1H-pyrazol-3-yl)tetrahydrofuran-3-yl isopropylcarbamate